C(C1=CC=CC=C1)OC[C@@H]1NCCC1 (2R)-2-(benzyloxymethyl)pyrrolidine